magnesium (4-chloro-2-methoxyphenyl) bromide ClC1=CC(=C(C=C1)Br)OC.[Mg]